C(C1=CC=CO1)=O Furfuraldehyd